4-ethyl-L-norleucine methyl ester COC([C@@H](N)CC(CC)CC)=O